N-n-butyl-N-ethylacetamide C(CCC)N(C(C)=O)CC